N-[6-(2,6-dichlorophenyl)-2-[[4-(diethylamino)butyl]amino]pyrido[2,3-d]pyrimidin-7-yl]-N'-(1,1-dimethylethyl)urea ClC1=C(C(=CC=C1)Cl)C1=CC2=C(N=C(N=C2)NCCCCN(CC)CC)N=C1NC(=O)NC(C)(C)C